O=C1NC(CCCC1N1C(C2=CC=C(C=C2C1)CNC(C=O)=O)=O)=O N-((2-(2,7-dioxoazepan-3-yl)-1-oxoisoindolin-5-yl)methyl)-2-oxoacetamide